2-(4-(2-((4-(Bis(2-hydroxydecyl)amino)butyl)disulfaneyl)ethyl)piperazin-1-yl)ethyl 5-(bis(2-hydroxytetradecyl)amino)pentanoate OC(CN(CCCCC(=O)OCCN1CCN(CC1)CCSSCCCCN(CC(CCCCCCCC)O)CC(CCCCCCCC)O)CC(CCCCCCCCCCCC)O)CCCCCCCCCCCC